BrC1=C(C=CC(=C1)C(C)(C)C)CBr 2-Bromo-1-(bromomethyl)-4-(tert-butyl)benzene